phenylpropylguanidine C1(=CC=CC=C1)CCCNC(=N)N